C(C)C1OC(=CCC1)CC 2,6-Diethyl-2,3-dihydro-4H-pyran